3-{[4,7-bis({2-hydroxy-5-methyl-3-[(2,3,4,5,6-pentahydroxyhexyl)carbamoyl]phenyl}methyl)-1,4,7-triazecan-1-yl]methyl}-2-hydroxy-5-methyl-N-(2,3,4,5,6-pentahydroxyhexyl)benzamide OC1=C(C=C(C=C1C(NCC(C(C(C(CO)O)O)O)O)=O)C)CN1CCN(CCCN(CC1)CC1=C(C(=CC(=C1)C)C(NCC(C(C(C(CO)O)O)O)O)=O)O)CC=1C(=C(C(=O)NCC(C(C(C(CO)O)O)O)O)C=C(C1)C)O